2-amino-2-cyclopropyl-N-[(3R,5S)-5-methyl-1-[8-(trifluoromethyl)quinoxalin-5-yl]piperidin-3-yl]acetamide NC(C(=O)N[C@H]1CN(C[C@H](C1)C)C1=C2N=CC=NC2=C(C=C1)C(F)(F)F)C1CC1